C1(=CC=CC=C1)C(CC1=CC=CC=C1)OC=1C(C(C=CC1)(C1=CC=CC=C1)C1=CC=CC=C1)C1=CC=CC=C1 1,2-diphenyl-ethoxy-1,2-diphenyl-biphenyl